C(#N)[C@@H](C[C@H]1C(NCCC1)=O)NC(=O)[C@H]1N([C@H]2CC([C@@H]1CC2)(F)F)C([C@H](C(C)(C)C)NC(C(F)(F)F)=O)=O (1R,3S,4R)-N-[(1R)-1-cyano-2-[(3S)-2-oxo-3-piperidyl]ethyl]-2-[(2S)-3,3-dimethyl-2-[(2,2,2-trifluoroacetyl)amino]butanoyl]-5,5-difluoro-2-azabicyclo[2.2.2]octane-3-carboxamide